FC(OC=1C=C(C=NC1)C1=NN(C=2C1=NC=C(C2)C(=O)N[C@@H]2[C@H](CCCC2)O)C(C)C)F 3-[5-(difluoromethoxy)-3-pyridyl]-N-[(1S,2S)-2-hydroxycyclohexyl]-1-isopropyl-pyrazolo[4,3-b]pyridine-6-carboxamide